C1(=CC=CC=C1)C1(N=N1)C(F)(F)F phenyl-(trifluoromethyl)diazacyclopropene